(S)-1-(3,4-difluorobenzyl)-N-(4-methyl-5-oxo-5,6,7,8-tetrahydro-4H-pyrazolo[1,5-a][1,3]diazepin-6-yl)-1H-imidazole-4-carboxamide FC=1C=C(CN2C=NC(=C2)C(=O)N[C@@H]2C(N(C=3N(CC2)N=CC3)C)=O)C=CC1F